2-(4-((4-((6-(2-hydroxypropan-2-yl)pyridin-2-yl)amino)-5-methylthieno[2,3-d]pyrimidine-2-yl)amino)-3-methyl-1H-pyrazol-1-yl)-2-methylpropanamide OC(C)(C)C1=CC=CC(=N1)NC=1C2=C(N=C(N1)NC=1C(=NN(C1)C(C(=O)N)(C)C)C)SC=C2C